ClC1=CC=C(C=C1)N1NC=CC=C1C1=CC=CC=C1 2-(4-chlorophenyl)-3-phenyl-2H-azazine